cis-2-methyltetrahydro-2H-pyran-4-ol C[C@@H]1OCC[C@@H](C1)O